1,1,2,2-Tetrafluoroethan FC(C(F)F)F